hydroquinone trimellitate C(C=1C(C(=O)O)=CC(C(=O)O)=CC1)(=O)O.C1(O)=CC=C(O)C=C1